ClC1=C(C(=CC=C1OC)C#N)CC(=O)OCC ethyl 2-(2-chloro-6-cyano-3-methoxyphenyl)acetate